OC1=CC=C2C(=N1)SC(=C2)C(=O)OC methyl 6-hydroxythieno[2,3-b]pyridine-2-carboxylate